N-(p-tert-octylphenyl)-N-(p-tert-octylphenyl)amine C(C)(C)(CC(C)(C)C)C1=CC=C(C=C1)NC1=CC=C(C=C1)C(C)(C)CC(C)(C)C